COC(CCCCCCCCCCCCCCC)=O palmitic acid methylester